tertbutyl (R)-(1-hydroxy-3-(3-methoxyphenyl)propan-2-yl)carbamate OC[C@@H](CC1=CC(=CC=C1)OC)NC(OC(C)(C)C)=O